O=C[C@@H](O)[C@@H](O)[C@H](O)[C@H](O)[C@H](O)CO D-glycero-D-manno-Heptose